OC(C)(C)C=1SC(=CN1)[S@](=O)(N)=NC(NC1=C2C(=NC3=C1CCC3)C3(CC2)CC3)=O |o1:9| (S) or (R)-2-(2-hydroxypropan-2-yl)-N'-((1',5',6',7'-tetrahydro-2'H-spiro[cyclopropane-1,3'-dicyclopenta[b,e]pyridin]-8'-yl)carbamoyl)thiazole-5-sulfonimidamide